4-((2-(hexyloxy)-2-phenylvinyl)oxy)-3-methoxybenzaldehyde 3-methyl-5-phenylpentyl-palmitate CC(CCOC(CCCCCCCCCCCCCCC)=O)CCC1=CC=CC=C1.C(CCCCC)OC(=COC1=C(C=C(C=O)C=C1)OC)C1=CC=CC=C1